3,5-difluoro-4-methylpicolinaldehyde FC=1C(=NC=C(C1C)F)C=O